OCCC1CCN(CC1)C(C)S(=O)(=O)O 4-(2-hydroxyethyl)-1-piperidyl-ethanesulfonic acid